C(CCCCCCCCCCC)C(C=O)CCCCCCCCCCCC 2-dodecyltetradecanal